1-ethyl-N-(6-(1-methyl-1H-pyrazol-4-yl)isoquinolin-3-yl)pyrrolidine-3-carboxamide heptatriaconta-6,9,28,31-tetraen-19-yl-4-(dimethylamino)butanoate CCCCCC=CCC=CCCCCCCCCC(CCCCCCCCC=CCC=CCCCCC)OC(CCCN(C)C)=O.C(C)N1CC(CC1)C(=O)NC=1N=CC2=CC=C(C=C2C1)C=1C=NN(C1)C